(1s,4s)-N-(4-Cyano-3-methoxyphenyl)-4-(4-methyl-1-oxoisoindolin-2-yl)cyclohexanecarboxamide C(#N)C1=C(C=C(C=C1)NC(=O)C1CCC(CC1)N1C(C2=CC=CC(=C2C1)C)=O)OC